methoxymethyl 4-((4-((tert-butyldiphenylsilyl)oxy)-2,3,6-trimethylbenzoyl)oxy)-3-(fluoromethyl)-2,5,6-trimethylbenzoate [Si](C1=CC=CC=C1)(C1=CC=CC=C1)(C(C)(C)C)OC1=C(C(=C(C(=O)OC2=C(C(=C(C(=O)OCOC)C(=C2C)C)C)CF)C(=C1)C)C)C